ethyl 5-isopropyl-1-phenyl-1H-pyrazole-4-carboxylate C(C)(C)C1=C(C=NN1C1=CC=CC=C1)C(=O)OCC